ClN1C(=C(C2=CC=CC(=C12)C#N)C=1C=NNC1)C1=NN=C(N1)C(F)(F)F chloro-3-(1H-pyrazol-4-yl)-2-(5-(trifluoromethyl)-4H-1,2,4-triazol-3-yl)-1H-indole-7-carbonitrile